Cl.N[C@@H](C(=O)N[C@H](C(=O)NCC1=C(C=CC(=C1)Cl)CO)C)CCC1=CC=CC=C1 (R)-2-amino-N-((S)-1-((5-chloro-2-(hydroxymethyl)benzyl)amino)-1-oxopropan-2-yl)-4-phenylbutanamide hydrochloride